CC1=C(C=C(C=C1)NC(=O)N(C)C)NC(=O)N(C)C 1,1'-(4-methyl-m-phenylene)-bis-(3,3-dimethylurea)